6-methoxy-2-azaspiro[3.3]heptane trifluoroacetate FC(C(=O)O)(F)F.COC1CC2(CNC2)C1